O1CCC(=CC1)C=1C=C(C=CC1)CC(=O)NC1=CC=C(N=N1)CCCCN1N=NC(=C1)C(=O)NC 1-(4-(6-(2-(3-(3,6-dihydro-2H-pyran-4-yl)phenyl)acetamido)pyridazin-3-yl)butyl)-N-methyl-1H-1,2,3-triazole-4-carboxamide